CC1=C(C2=C(N=N1)SC1=C2N=CN=C1NCC=1C=CC(=C(C1)C(C)(C)O)F)C 2-[5-[[(3,4-dimethylpyrimido[4',5':4,5]thieno[2,3-c]pyridazin-8-yl)amino]methyl]-2-fluoro-phenyl]propan-2-ol